6-formyl-imidazo[1,2-a]pyridine-8-carboxylic acid C(=O)C=1C=C(C=2N(C1)C=CN2)C(=O)O